[Ir].N1=C(C=CC=C1)C1=NN=NN1 (5-(pyridin-2-yl)-tetrazole) iridium